trans-5-(1H-Benzotriazol-5-carbonyl)-3a-methyl-hexahydro-pyrrolo[3,4-c]pyrrol N1N=NC2=C1C=CC(=C2)C(=O)N2C[C@H]1[C@](C2)(CNC1)C